COCC(C(C)C)S 1-Methoxy-3-methyl-butane-2-thiol